3-(phenyl-2,4,6-d3)-9H-carbazole-1,2,4,5,6,8-d6 C1(=C(C=C(C=C1[2H])[2H])[2H])C1=C(C(=C2NC3=C(C=C(C(=C3C2=C1[2H])[2H])[2H])[2H])[2H])[2H]